COS(=O)(=O)O.C[N+](CCOC(=O)C1=CC=C(C=C1)C(C)(C)C)(CCOC(=O)C1=CC=C(C=C1)C(C)(C)C)CCOC(=O)C1=CC=C(C=C1)C(C)(C)C N-methyl-N,N,N-tri[2-(4-t-butylphenylcarbonyloxy)ethyl]ammonium monomethyl-hydrogensulfate